CC(C)NC1=CC=C(C=C1)B1OC(C(O1)(C)C)(C)C N-(propan-2-yl)-4-(4,4,5,5-tetramethyl-1,3,2-dioxaborolan-2-yl)aniline